ClC1=NC=C(C(=C1)C1=CC2=C(OCCN2C2=CC(=NC=C2)N)C=N1)F 2-chloro-5-fluoro-4-[1-(2-aminopyridin-4-yl)-1H,2H,3H-pyrido[3,4-b][1,4]oxazin-7-yl]pyridine